(2R,4S)-9-{1-[(3S,5S)-5-carbamoylpyrrolidin-3-yl]azetidin-3-yl}oxy-5,5-dihydroxy-6-oxa-5-boranuidatricyclo[5.4.0.02,4]undeca-1(7),8,10-triene-8-carboxylic acid disodium salt [Na+].[Na+].C(N)(=O)[C@@H]1C[C@@H](CN1)N1CC(C1)OC1=C(C=2O[B-]([C@H]3C[C@H]3C2C=C1)(O)O)C(=O)O.C(N)(=O)[C@@H]1C[C@@H](CN1)N1CC(C1)OC1=C(C=2O[B-]([C@H]3C[C@H]3C2C=C1)(O)O)C(=O)O